(Z)-N-Methyl-1-(4-pyridinyl)methanimine C\N=C/C1=CC=NC=C1